(R)-4-acryloyl-3-methylpiperazine C(C=C)(=O)N1[C@@H](CNCC1)C